(S)-N-(pyrazinylformyl)-3-(2,3-dihydro-1,4-benzodioxol-6-yl)propionamido-D-leucine borate B(O)(O)O.N1=C(C=NC=C1)C(=O)N([C@@H](CC(C)C)C(=O)O)NC(CCC1=COC2C(OCC2)=C1)=O